4-((5-chloropyridin-3-yl)amino)quinazolin ClC=1C=C(C=NC1)NC1=NC=NC2=CC=CC=C12